C(CCCCCCCCCCCCCCC)(=O)OCC(COCC1=CC=CC=C1)OC(CCCCCCCCCCCCCCC)=O 3-(benzyloxy)propane-1,2-diyl dipalmitate